trans-tert-butyl N-[4-[[6-bromo-3-[(Z)-N'-(2-chloro-4-hydroxy-phenyl)-carbamimidoyl]pyrrolo[1,2-b]pyridazin-4-yl]amino]cyclohexyl]carbamate BrC=1C=C2N(N=CC(=C2N[C@@H]2CC[C@H](CC2)NC(OC(C)(C)C)=O)/C(/N)=N/C2=C(C=C(C=C2)O)Cl)C1